2-(4-(aminomethyl)-4-methylpiperidin-1-yl)-5-(2,3-dichlorophenyl)-1-methyl-6-oxo-1,6-dihydropyrimidine-4-carbonitrile NCC1(CCN(CC1)C=1N(C(C(=C(N1)C#N)C1=C(C(=CC=C1)Cl)Cl)=O)C)C